C(CCCCC)(=O)N[C@@H](CS)C(=O)O.[Na] sodium N-caproyl-L-cysteine